C1(CC1)N1CCC2=CC=C3C(=C12)C=CC=C3 cyclopropylbenzoindoline